1-(1-oxotetradecyl)-2-azepanone O=C(CCCCCCCCCCCCC)N1C(CCCCC1)=O